C(=O)=COC(C(=O)OC)=CC1=CC=C(C=C1)OC methyl α-carbonylmethoxy-p-methoxy-cinnamate